5-(2-fluoro-4-phenoxyphenyl)-7-((cis)-4-((R)-3-methylpiperazin-1-yl)cyclohexyl)-7H-pyrrolo[2,3-d]pyrimidin-4-amine FC1=C(C=CC(=C1)OC1=CC=CC=C1)C1=CN(C=2N=CN=C(C21)N)[C@@H]2CC[C@@H](CC2)N2C[C@H](NCC2)C